C(C)(C)(C)OC(=O)N1[C@@H]2[C@@H]([C@@H](C[C@H]1CC2)NC(=O)OCC2=CC=CC=C2)F.N2=C(C=CC=C2)CC[Si](OC)(OC)OC |r| 2-(2-Pyridyl)Ethyltrimethoxysilane rac-tert-butyl-(1S,2R,3R,5R)-3-{[(benzyloxy)carbonyl]amino}-2-fluoro-8-azabicyclo[3.2.1]octane-8-carboxylate